CC1=CC=C2C=CC(NC2=C1)=O 7-methylquinolin-2(1H)-one